methyloctyl terephthalate C(C1=CC=C(C(=O)[O-])C=C1)(=O)OC(CCCCCCC)C